trans-methyl 4-(2-(5-chlorobenzofuran-2-carbonyl)hydrazinecarbonyl)cyclohexanecarboxylate ClC=1C=CC2=C(C=C(O2)C(=O)NNC(=O)[C@@H]2CC[C@H](CC2)C(=O)OC)C1